(3S,4S)-N-(7-chloro-6-(4-(4-hydroxytetrahydrofuran-3-yl)piperazin-1-yl)isoquinolin-3-yl)cyclopropanecarboxamide ClC1=C(C=C2C=C(N=CC2=C1)NC(=O)C1CC1)N1CCN(CC1)[C@H]1COC[C@H]1O